ammonium (thio) sulfate S1(=O)(=O)OSO1.[NH4+]